CC1(C[C@H]2CC[C@@H](C1)N2C(=O)OC(C)(C)C)OC2=CC=CC=C2 tert-butyl (1R,5S)-3-methyl-3-phenoxy-8-azabicyclo[3.2.1]octane-8-carboxylate